4-[[3-[4-(3-Benzyltriazol-4-yl)oxy-2,3-difluoro-phenyl]imidazo[1,2-a]pyrazin-8-yl]amino]-2-ethyl-N-(4-piperidylmethyl)benzamide hydrochloride Cl.C(C1=CC=CC=C1)N1N=NC=C1OC1=C(C(=C(C=C1)C1=CN=C2N1C=CN=C2NC2=CC(=C(C(=O)NCC1CCNCC1)C=C2)CC)F)F